6-Chloro-1-(2,2-dimethylpropyl)-7-(2-fluorophenyl)-4-(1-(2-propenoyl)-4-piperidinyl)-1,8-naphthyridin-2(1H)-one ClC=1C=C2C(=CC(N(C2=NC1C1=C(C=CC=C1)F)CC(C)(C)C)=O)C1CCN(CC1)C(C=C)=O